2,4-Difluoro-N-(5-(4-fluoro-1-hydroxyisoquinolin-7-yl)-2-methoxypyridin-3-yl)benzenesulfonamide tert-butyl-N-[(1S)-1-carbamoyl-2,2-dicyclopropyl-ethyl]carbamate Ammonium bicarbonate C([O-])(O)=O.[NH4+].C(C)(C)(C)OC(N[C@@H](C(C1CC1)C1CC1)C(N)=O)=O.FC1=C(C=CC(=C1)F)S(=O)(=O)NC=1C(=NC=C(C1)C1=CC=C2C(=CN=C(C2=C1)O)F)OC